FC1=C(C=CC=C1)C1=NC2=CC=C(C=C2C=C1C1=C(C=CC=C1)F)NC(CCC(CC)=O)=O N-(2,3-bis(2-fluorophenyl)quinolin-6-yl)-4-oxohexan-amide